1-(2-tert-butoxycarbonyl-3,4-dihydro-1H-isoquinolin-6-yl)-4-(4-fluoro-2-methoxy-phenyl)-6,7-dihydro-5H-cyclopenta[c]pyridine-3-carboxylic acid C(C)(C)(C)OC(=O)N1CC2=CC=C(C=C2CC1)C1=NC(=C(C2=C1CCC2)C2=C(C=C(C=C2)F)OC)C(=O)O